Beta-Methoxyethoxymethyl Ether COCCOCOCOCCOC